2-nitro-4-(1H-pyrrolyl)aniline R-2-((S)-2-((tert-butoxycarbonyl)(methyl)amino)-N,4-dimethylpentanamido)-5,5-difluorohexanoate C(C)(C)(C)OC(=O)N([C@H](C(=O)N(C)[C@@H](C(=O)O)CCC(C)(F)F)CC(C)C)C.[N+](=O)([O-])C1=C(N)C=CC(=C1)N1C=CC=C1